N1=CC=CC2=CC=C(C=C12)N(CCN1ON(OC1(C)C)C1=CC(=C(C#N)C=C1)C(F)(F)F)C1=CC=C2C=CC=NC2=C1 4-(3-(2-(bis(quinolin-7-yl)amino)ethyl)-4,4-dimethyl-2,5-dioxaimidazolin-1-yl)-2-(trifluoromethyl)benzonitrile